methoxyphenyl cinnamate C(C=CC1=CC=CC=C1)(=O)OC1=C(C=CC=C1)OC